6-(2,4-di-tert-butoxypyrimidin-5-yl)-8-(2,2-difluorobutoxy)imidazo[1,2-b]pyridazine C(C)(C)(C)OC1=NC=C(C(=N1)OC(C)(C)C)C=1C=C(C=2N(N1)C=CN2)OCC(CC)(F)F